7-(8-methoxy-2-methyl-imidazo[1,2-b]pyridazin-6-yl)-2-(4-piperidinyl)thiazolo[3,2-a]pyrimidin-5-one COC=1C=2N(N=C(C1)C=1N=C3N(C(C1)=O)C=C(S3)C3CCNCC3)C=C(N2)C